OCCOC1=CC=CC(=N1)C(=O)C1CCN(CC1)C [6-(2-hydroxy-ethoxy)-pyridin-2-yl]-(1-methyl-piperidin-4-yl)-methanone